ClC1=CN(C=2N=NC(=CC21)C(=O)NC2CC=1C=CC(=NC1CC2)N2CCNCC2)CC 5-chloro-7-ethyl-N-[2-(piperazin-1-yl)-5,6,7,8-tetrahydroquinolin-6-yl]-7H-pyrrolo[2,3-c]pyridazine-3-carboxamide